C(#N)C1=CC=C(C=C1)NC1=NC(=NC2=CC=CC=C12)SC(C(=O)[O-])(C)C 2-((4-((4-cyanophenyl) amino) quinazolin-2-yl) thio)-2-methylpropionate